bis(4-methylbenzoyl)diethylgermanium CC1=CC=C(C(=O)[Ge](CC)(CC)C(C2=CC=C(C=C2)C)=O)C=C1